FC(C1(CCC1)C(=O)NN)F 1-(difluoromethyl)cyclobutanecarbohydrazide